(R)-8-(2,4-difluorophenyl)-3-methyl-6-(5-(1-methyl-1H-pyrazol-4-yl)-4-oxa-7-azaspiro[2.5]oct-7-yl)-2-(trifluoromethyl)pyrimido[5,4-d]pyrimidin-4(3H)-one FC1=C(C=CC(=C1)F)C1=NC(=NC2=C1N=C(N(C2=O)C)C(F)(F)F)N2C[C@H](OC1(CC1)C2)C=2C=NN(C2)C